((((2R,3S,4R,5R)-5-(6-chloro-4-((((S)-tetrahydrofuran-3-yl)methyl)amino)-1H-pyrazolo[3,4-d]pyrimidin-1-yl)-3,4-dihydroxytetrahydrofuran-2-yl)methoxy)methyl)phosphonic acid ClC1=NC(=C2C(=N1)N(N=C2)[C@H]2[C@@H]([C@@H]([C@H](O2)COCP(O)(O)=O)O)O)NC[C@H]2COCC2